2'-((6-(((1S,2S)-2-hydroxycyclopentyl)amino)pyrimidin-4-yl)amino)-4'-methyl-5'-oxo-5',6'-dihydrospiro[cyclohexane-1,7'-pyrrolo[3,4-b]pyridine] 1'-oxide O[C@@H]1[C@H](CCC1)NC1=CC(=NC=N1)NC1=CC(=C2C(=[N+]1[O-])C1(NC2=O)CCCCC1)C